ClCC1=CC=C(C=C1)S(=O)(=O)C 1-Chloromethyl-4-(methylsulfonyl)benzene